6-(2,6-dichlorophenyl)-2-[[4-[2-(diethylamino)ethoxy]phenyl]amino]-8-methyl-pyrido[2,3-d]pyrimidin-7(8H)-one dihydrochloride Cl.Cl.ClC1=C(C(=CC=C1)Cl)C1=CC2=C(N=C(N=C2)NC2=CC=C(C=C2)OCCN(CC)CC)N(C1=O)C